(S)-2-amino-3-(3-(5-((5-chloro-3-fluoropyridin-2-yl)oxy)pyridin-2-yl)-1H-pyrazol-1-yl)propan-1-ol titanium-rhodium [Rh].[Ti].N[C@H](CO)CN1N=C(C=C1)C1=NC=C(C=C1)OC1=NC=C(C=C1F)Cl